COC(=O)C1=CC=C2CCN(C2=C1)C(=O)N1[C@H]2CC(C[C@@H]1CC2)OCC=2C(=NOC2C2CC2)C2=C(C=CC=C2Cl)Cl 1-((1R,3R,5S)-3-((5-cyclopropyl-3-(2,6-dichlorophenyl)isoxazol-4-yl)methoxy)-8-azabicyclo[3.2.1]octane-8-carbonyl)indoline-6-carboxylic acid methyl ester